2-(2-(trifluoromethyl)pyrimidin-5-yl)-2,8-diazaspiro[4.5]decan-3-one hydrochloride Cl.FC(C1=NC=C(C=N1)N1CC2(CC1=O)CCNCC2)(F)F